1,1,1-tris(4'-hydroxyphenyl)ethane OC1=CC=C(C=C1)C(C)(C1=CC=C(C=C1)O)C1=CC=C(C=C1)O